CO[C@@H]1CC[C@H](CC1)N trans-4-methoxycyclohexan-1-amine